(8-phenyl-1,3,4,5-tetrahydro-2H-pyrido[4,3-b]indol-2-yl)(p-tolyl)methanone C1(=CC=CC=C1)C1=CC=2C3=C(NC2C=C1)CCN(C3)C(=O)C3=CC=C(C=C3)C